3-{[([2,3'-bipyridine]-5'-yl)amino]methyl}-N-[(1S,2S)-1,3-dihydroxy-1-phenylpropan-2-yl]-4-methylbenzamide N1=C(C=CC=C1)C=1C=NC=C(C1)NCC=1C=C(C(=O)N[C@H]([C@H](C2=CC=CC=C2)O)CO)C=CC1C